FC1=CC=C(CC=2C=3N(C4=C(C2)NCC4(C)C)C=C(N3)CF)C=C1 4-(4-fluorobenzyl)-2-(fluoromethyl)-8,8-dimethyl-7,8-dihydro-6H-imidazo[1,2-a]pyrrolo[2,3-e]pyridine